2-(4-cyclopropyl-6-methoxypyrimidin-5-yl)-6-(1-ethoxyethenyl)-8-({4-[1-methyl-4-(trifluoromethyl)imidazol-2-yl]phenyl}methyl)pyrido[2,3-d]pyrimidin-7-one C1(CC1)C1=NC=NC(=C1C=1N=CC2=C(N1)N(C(C(=C2)C(=C)OCC)=O)CC2=CC=C(C=C2)C=2N(C=C(N2)C(F)(F)F)C)OC